N,N-dimethylethylpropionamide CN(C(C(C)CC)=O)C